CN1N=C(C(=C1)C1=C2CCN(C(C2=CC(=C1)C(=O)OC)=O)C1=CC=CC2=CC=CC=C12)C(F)(F)F methyl 5-(1-methyl-3-(trifluoromethyl)-1H-pyrazol-4-yl)-2-(naphthalen-1-yl)-1-Oxo-1,2,3,4-tetrahydroisoquinoline-7-carboxylate